CC(C)N1N=NC2=C1C=CC(=C2)C=2OC=C(N2)C2=C(N)C=CC=C2 2-{2-[1-(propan-2-yl)-1H-1,2,3-benzotriazol-5-yl]-1,3-oxazol-4-yl}aniline